NCCCCCC\N=C(\CCCCCC(=O)O)/O (6Z)-6-(6-amino-hexylimino)-6-hydroxyhexanecarboxylic acid